ClC1=C(C(=O)NC2=CC(=CC=C2)[N+](=O)[O-])C=C(C=C1)S(NC1=CC(=CC=C1)F)(=O)=O 2-chloro-5-(N-(3-fluorophenyl)sulfamoyl)-N-(3-nitrophenyl)benzamide